CC(C(C)=O)=NN butanedione hydrazone